N-(4-(N-tert-butylsulfamoyl)phenyl)-1-(4-fluorobenzoyl)-2,3-dihydro-1H-pyrrolo[3,2-b]pyridine-2-carboxamide C(C)(C)(C)NS(=O)(=O)C1=CC=C(C=C1)NC(=O)C1CC2=NC=CC=C2N1C(C1=CC=C(C=C1)F)=O